1-[2-(morpholin-4-yl)acetyl]-3-(trifluoromethyl)piperidin-2-one N1(CCOCC1)CC(=O)N1C(C(CCC1)C(F)(F)F)=O